(3-((2,6-dioxopiperidin-3-yl)amino)pyridazin-4-yl)methyl methanesulfonate CS(=O)(=O)OCC1=C(N=NC=C1)NC1C(NC(CC1)=O)=O